FC(C=1C(NN=CC1NCC#CC1=C(C=CC=C1)C(F)(F)F)=O)(F)F 4-trifluoromethyl-5-((3-(2-(trifluoromethyl)phenyl)prop-2-yn-1-yl)amino)pyridazin-3(2H)-one